4-((cyclopropylmethoxy)methyl)-4-methyl-2-phenyl-4H-benzo[d][1,3]oxazine C1(CC1)COCC1(C2=C(N=C(O1)C1=CC=CC=C1)C=CC=C2)C